C(C)(C)(C)OC(NC1=CC=C(C=C1)CCNC(C)=O)=O tert-butyl(4-(2-acetamidoethyl)phenyl)-carbamate